3-(4-((cyclopropylmethyl)sulfonyl)phenyl)-3-(5,7-dichloro-6-(4,4-difluoropiperidin-1-yl)-1H-benzo[d]imidazol-2-yl)-1-morpholinopropan-1-one C1(CC1)CS(=O)(=O)C1=CC=C(C=C1)C(CC(=O)N1CCOCC1)C1=NC2=C(N1)C(=C(C(=C2)Cl)N2CCC(CC2)(F)F)Cl